C(CCCCCCCCCCC)[Si](Cl)(Cl)C dodecylmethyldichlorosilane